(S)-1-(2-aminoacetyl)pyrrolidine-2-carbonitrile NCC(=O)N1[C@@H](CCC1)C#N